8-bromo-3-chloro-5-(propan-2-yl)isoquinoline BrC=1C=CC(=C2C=C(N=CC12)Cl)C(C)C